C(C1=CC=CC=C1)N1CCNCC1 N-benzyl-piperazine